COCC(C)(C)NC1(N=CC2=C(N1)C=NC=C2)C2=CC=NC=C2 N-(1-methoxy-2-methylprop-2-yl)-2-(pyridin-4-yl)pyrido[3,4-d]pyrimidin-amine